tert-butyl (S)-2-(3-(3-(trifluoromethyl)-4-(4-(trifluoromethyl)phenethyl) phenyl)-1,2,4-oxadiazol-5-yl)pyrrolidine-1-carboxylate FC(C=1C=C(C=CC1CCC1=CC=C(C=C1)C(F)(F)F)C1=NOC(=N1)[C@H]1N(CCC1)C(=O)OC(C)(C)C)(F)F